ClC1=C(C(=CC=C1)NC1=CC=NN1C)C1(CC1)C#N 1-(2-Chloro-6-((1-methyl-1H-pyrazol-5-yl)amino)phenyl)cyclopropane-1-carbonitrile